6-(6-methyl-7-oxo-6,7-dihydro-1H-pyrrolo[2,3-c]pyridin-4-yl)quinazoline CN1C(C2=C(C(=C1)C=1C=C3C=NC=NC3=CC1)C=CN2)=O